2-fluoro-N-[6-[(4-fluorophenyl)-methylamino]-2-morpholino-3-pyridyl]pyridine-3-carboxamide FC1=NC=CC=C1C(=O)NC=1C(=NC(=CC1)N(C)C1=CC=C(C=C1)F)N1CCOCC1